(R)-N-((1-(6-((1H-pyrrolo[3,2-c]pyridin-6-yl)amino)-3-methylpyridine-2-carbonyl)-5,5-difluoropiperidin-2-yl)methyl)acetamide N1C=CC=2C=NC(=CC21)NC2=CC=C(C(=N2)C(=O)N2[C@H](CCC(C2)(F)F)CNC(C)=O)C